C(C1=CC=CC=C1)OC1=C(C(=C(C(=O)OC)C=C1)I)OC methyl 4-(benzyloxy)-2-iodo-3-methoxybenzoate